4-[2-(4-fluorophenyl)-4H,5H,6H,7H-pyrazolo[1,5-a]pyrazin-3-yl]-2-methylpyridine FC1=CC=C(C=C1)C1=NN2C(CNCC2)=C1C1=CC(=NC=C1)C